1,1-dimethylpropene CC(=CC)C